S1C(=NC2=C1C=CC=C2)NC(=O)C=2C=CC=C1CCN(CC21)C2=CC=C(C(=N2)C(=O)O)C2=C(N(C(=C2)C#N)CC21OC3CC(CC(C2)C3)C1)C 6-[8-(1,3-benzothiazol-2-ylcarbamoyl)-3,4-dihydroisoquinolin-2(1H)-yl]-3-[5-cyano-2-methyl-1-(2-oxatricyclo[3.3.1.13,7]dec-1-ylmethyl)-1H-pyrrol-3-yl]pyridine-2-carboxylic acid